CN(C)CC1=CC=C(C(=O)NC2=NC3=C(N2)C(=CC=C3OC)N3CCOCC3)C=C1 4-[(dimethylamino)methyl]-N-(4-methoxy-7-morpholino-1H-benzimidazol-2-yl)benzamide